N1(N=CN=C1)C[C@@]1(C[C@@H](CO1)COC1=CC(=NC(=C1)C)N1CCN(CC1)C1=CC=C(C(=O)NC2=NC=C(C=C2)C#N)C=C1)C1=C(C=C(C=C1)F)F 4-(4-(4-(((3R,5R)-5-((1H-1,2,4-triazol-1-yl)methyl)-5-(2,4-difluorophenyl)tetrahydrofuran-3-yl)methoxy)6-methylpyridin-2-yl)piperazin-1-yl)-N-(5-cyanopyridin-2-yl)benzamide